nitrate ytterbium [Yb+3].[N+](=O)([O-])[O-].[N+](=O)([O-])[O-].[N+](=O)([O-])[O-]